COC(C1CCN(CC1)C1=CC(=C(C(=C1)F)C1C(NC(CC1)=O)=O)F)OC 3-[4-[4-(Dimethoxymethyl)-1-piperidyl]-2,6-difluoro-phenyl]piperidine-2,6-dione